3-(2-cyclohexyloxazol-5-yl)-indole C1(CCCCC1)C=1OC(=CN1)C1=CNC2=CC=CC=C12